C[Si](C1=CC(=CC=C1)B1OC(C(O1)(C)C)(C)C)(C)C trimethyl-(3-(4,4,5,5-tetramethyl-1,3,2-dioxaborolan-2-yl)phenyl)silane